ClC1=NC(=CC(=C1)C=1C(=NC(=NC1)NC(N(CC1=NC=CC=C1)C)=O)C1=CC=C(C=C1)F)C(F)(F)F 3-(5-(2-chloro-6-(trifluoromethyl)pyridin-4-yl)-4-(4-fluorophenyl)pyrimidin-2-yl)-1-methyl-1-(pyridin-2-ylmethyl)urea